ClC=1C=NC=C(C1[C@@H](C)OC=1C=C2C(=NN(C2=CC1)C1OCCCC1)C1=CC(=C(C(=O)O)C=C1)C)Cl 4-(5-((R)-1-(3,5-Dichloropyridin-4-yl)ethoxy)-1-(tetrahydro-2H-pyran-2-yl)-1H-indazol-3-yl)-2-methylbenzoic acid